n-propenaldehyde C(C=C)=O